Azido-trans-decalin N(=[N+]=[N-])C1CCCC2CCCCC12